2-N-Ethyl-7-(4-(trifluoromethyl)phenoxy)-3,4-dihydroisoquinoline-2(1H)-sulfonamide C(C)NS(=O)(=O)N1CC2=CC(=CC=C2CC1)OC1=CC=C(C=C1)C(F)(F)F